N-(6-methoxy-3-pyridinyl)cyclopropanecarboxamide COC1=CC=C(C=N1)NC(=O)C1CC1